N-(4-((6,7-Dimethoxyquinolin-4-yl)oxy)phenyl)-N'-(4-fluorophenyl)cyclopropane-1,1-dicarboxamide COC=1C=C2C(=CC=NC2=CC1OC)OC1=CC=C(C=C1)NC(=O)C1(CC1)C(=O)NC1=CC=C(C=C1)F